2-{3-[(4-chlorophenyl)methyl]-5-[(4-methoxyphenyl)methoxy]-1H-pyrazol-1-yl}-4-{1-[(4-methoxyphenyl)methyl]-4-(trifluoromethyl)-1H-1,2,3-triazol-5-yl}pyridine ClC1=CC=C(C=C1)CC1=NN(C(=C1)OCC1=CC=C(C=C1)OC)C1=NC=CC(=C1)C1=C(N=NN1CC1=CC=C(C=C1)OC)C(F)(F)F